((1R,4R)-1-(methoxymethyl)-2-oxabicyclo[2.2.1]heptan-4-yl)-2H-pyrazolo[3,4-b]pyridine-5-carboxamide COC[C@@]12OC[C@@](CC1)(C2)N2N=C1N=CC(=CC1=C2)C(=O)N